FC1(CCC(CC1)[C@@H](C(NC1=NC=CC(=C1)CN1C(N[C@@H](C1)C(F)(F)F)=O)=O)NC(OC(C)(C)C)=O)F Tert-butyl N-[(1S)-1-(4,4-difluorocyclohexyl)-2-oxo-2-[[4-[[(4S)-2-oxo-4-(trifluoro-methyl)imidazolidin-1-yl]methyl]-2-pyridyl]amino]ethyl]carbamate